NC1=NC(=C(C#N)C=C1)C(C)(C)O 6-amino-2-(2-hydroxypropan-2-yl)nicotinonitrile